BrC1=NN2C(N=C(C3=CC=C(C=C23)OC)N[C@H](C)C2=CC(=CC=C2)C(F)(F)F)=C1 bromo-8-methoxy-N-[(1R)-1-[3-(trifluoromethyl)phenyl]ethyl]pyrazolo[1,5-a]quinazolin-5-amine